C(C)N(C1(C(C=C(C=C1)C1=CC=C(C=C1)C(=O)O)(C1=CC=CC=C1)[Si](C)(C)C)OCCO)CC 4'-(diethylamino)-4'-(2-hydroxyethoxy)-3'-(trimethylsilyl)-[1,1':3',1''-terphenyl]-4-carboxylic acid